4-(4,6-diphenylpyrimidin-2-yl)-2,6-bis(9H-pyrido[3,4-b]indol-9-yl)benzonitrile C1(=CC=CC=C1)C1=NC(=NC(=C1)C1=CC=CC=C1)C1=CC(=C(C#N)C(=C1)N1C2=C(C3=CC=CC=C13)C=CN=C2)N2C1=C(C3=CC=CC=C23)C=CN=C1